C12CNCC(N1C=1C(=NC3=CC(=CC(=C3N1)[C@@H](C)NC1=C(C(=O)O)C=CC=C1)C)C#N)C2 2-(((1R)-1-(3-(3,6-diazabicyclo[3.1.1]heptan-6-yl)-2-cyano-7-methylquinoxalin-5-yl)ethyl)amino)benzoic acid